O=C1NC(CCC1N1C(C2=CC=CC(=C2C1=O)OCC(=O)NCC=1C=C(C=CC1)CCCCCCCN1CCC(CC1)NC(OC(C)(C)C)=O)=O)=O tert-butyl (1-(7-(3-((2-((2-(2,6-dioxopiperidin-3-yl)-1,3-dioxoisoindolin-4-yl)oxy)acetamido)methyl)phenyl)heptyl)piperidin-4-yl)carbamate